3-[4-(7-[2-(trimethylsilyl)ethoxy]methyl-7H-pyrrolo[2,3-d]pyrimidin-4-yl)-1H-pyrazol-1-yl]cyclohexylacetonitrile C[Si](CCOCN1C=CC2=C1N=CN=C2C=2C=NN(C2)C2CC(CCC2)CC#N)(C)C